FC1=CC=CC=2C3=C(NC12)CCNC3 6-fluoro-1,3,4,5-tetrahydropyrido[4,3-b]indol